1-(5-tert-Butyl-1,2-oxazol-3-yl)-3-(4-{2-[2-(morpholin-4-yl)ethyl]-4,5-dihydro-2H-imidazo[2',1':2,3][1,3]thiazolo[4,5-e]isoindol-8-yl}phenyl)urea C(C)(C)(C)C1=CC(=NO1)NC(=O)NC1=CC=C(C=C1)C=1N=C2SC3=C(C4=CN(C=C4CC3)CCN3CCOCC3)N2C1